(R)-3-Cyclopropyl-N-((R)-2-(difluoromethoxy)-1-(3-(trifluoromethoxy)phenyl)ethyl)-3-hydroxybutanamid C1(CC1)[C@](CC(=O)N[C@@H](COC(F)F)C1=CC(=CC=C1)OC(F)(F)F)(C)O